C(#N)[C@H](CCC)NC(C1=CC=C(C=C1)C1=NC(=NC=C1C)NC=1C=NN(C1)C1CCNCC1)=O (S)-N-(1-cyanobutyl)-4-(5-methyl-2-((1-(piperidin-4-yl)-1H-pyrazol-4-yl)amino)pyrimidin-4-yl)benzamide